1-(4-Amino-2,3-diphenylquinolin-6-yl)-1-(2-hydroxybutyl)urea NC1=C(C(=NC2=CC=C(C=C12)N(C(=O)N)CC(CC)O)C1=CC=CC=C1)C1=CC=CC=C1